C(C1=CC=CC=C1)(=O)OC(CC(C)N(C1CCCCC1)C(C1=CC=CC=C1)=O)C1=CC=CC=C1 3-[benzoyl(cyclohexyl)amino]-1-phenylbutyl benzoate